Trip-tolyl-sulfonium hexafluorophosphate F[P-](F)(F)(F)(F)F.C1(=CC=C(C=C1)[S+](C1=CC=C(C=C1)C)C1=CC=C(C=C1)C)C